4-nitro-2-((prop-2-yn-1-yloxy)methyl)benzoic acid [N+](=O)([O-])C1=CC(=C(C(=O)O)C=C1)COCC#C